C12CN(CC(CNC1)O2)C2=C(C(=C1C[C@H](COC1=C2)NC(=O)C2=C(C=1C(=NC(=CC1)C)S2)N)F)F N-((3R)-7-(9-oxa-3,7-diazabicyclo[3.3.1]nonan-3-yl)-5,6-difluorochroman-3-yl)-3-amino-6-methylthieno[2,3-b]pyridine-2-carboxamide